N-(6-chloro-4-methoxypyridin-3-yl)-3-(2-isopropylphenyl)-1-sulfamoylazetidine-3-carboxamide ClC1=CC(=C(C=N1)NC(=O)C1(CN(C1)S(N)(=O)=O)C1=C(C=CC=C1)C(C)C)OC